2-((5-chloropyridin-2-yl) amino)-2-oxo-ethyl acetate C(C)(=O)OCC(=O)NC1=NC=C(C=C1)Cl